C1(CCC1)N1N=C2C=C(C(=CC2=C1COC1=C(C=CC=C1)CC(=O)OCC)B(O)O)OC 2-cyclobutyl-3-((2-(2-ethoxy-2-oxoethyl)phenoxy)methyl)-6-methoxy-2H-indazol-5-ylboronic acid